5-(2-Fluoro-4-propan-2-ylphenyl)-1-(oxan-4-yl)pyrazole-4-carboxylic acid FC1=C(C=CC(=C1)C(C)C)C1=C(C=NN1C1CCOCC1)C(=O)O